COC=1C=C(C=CC1[N+](=O)[O-])C1=CC=CC=C1 3-methoxy-4-nitro-1,1'-biphenyl